NC1=C2CCCC2=C(C=C1C(=O)C1CC1)F (4-amino-7-fluoro-2,3-dihydro-1H-inden-5-yl)(cyclopropyl)methanone